N1OCCO1 2,5-dioxapyrrolidin